C(C)C=1SC(=C(N1)CO)C(=O)OCC ethyl 2-ethyl-4-(hydroxymethyl)thiazole-5-carboxylate